ClC=1C(=C(C=CC1)NC(=O)C1=CC(=CC=2NC(=NC21)[C@@H]2N(CCC2)C(=O)OC(C)(C)C)NC(=O)C2=C(C=CC=C2)C(F)(F)F)C tert-butyl (2R)-2-{4-[(3-chloro-2-methylphenyl)carbamoyl]-6-({[2-(trifluoromethyl)phenyl]carbonyl}amino)-1H-benzimidazol-2-yl}pyrrolidine-1-carboxylate